N-[5-(1H-benzimidazol-2-yl)-1H-pyrazol-3-yl]-3-cyano-4-(2-methoxyethoxy)benzamide N1C(=NC2=C1C=CC=C2)C2=CC(=NN2)NC(C2=CC(=C(C=C2)OCCOC)C#N)=O